O[P] hydroxy-phosphorus